Methyl 3-(2-((tert-butoxy carbonyl)amino)ethyl)-5-chloro-2-methoxybenzoate C(C)(C)(C)OC(=O)NCCC=1C(=C(C(=O)OC)C=C(C1)Cl)OC